7-bromo-2-ethyl-6-fluoro-1,2,3,4-tetrahydroisoquinoline BrC1=C(C=C2CCN(CC2=C1)CC)F